NC1=C(C2=C(S1)C(C(CC2)(COC(F)F)CC2CCC2)=O)C(=O)O 2-Amino-6-(cyclobutylmethyl)-6-((difluoromethoxy)methyl)-7-oxo-4,5,6,7-tetrahydrobenzo[b]thiophene-3-carboxylic acid